F[P-](F)(F)(F)(F)F.Br[P+](N1CCCC1)(N1CCCC1)N1CCCC1 bromo(tripyrrolidin-1-yl)phosphonium hexafluorophosphate